CSC=1C(=CC=C2C=CN=CC12)B(O)O (8-(methylthio)isoquinolin-7-yl)boronic acid